(2S,4R)-4-hydroxy-6-(trifluoromethyl)-3,4-dihydro-2H-1-benzopyran-2-carboxylic acid O[C@@H]1C[C@H](OC2=C1C=C(C=C2)C(F)(F)F)C(=O)O